2-(3,4-dihydroxyphenyl)-5,7-dihydroxy-6-methoxy-chromone OC=1C=C(C=CC1O)C=1OC2=CC(=C(C(=C2C(C1)=O)O)OC)O